ClC=1C=C(C(=O)N[C@@H](C)C2=NC=NN2C2=NC=CC=N2)C=C(C1)S(=O)(=O)CC 3-chloro-5-(ethylsulfonyl)-N-{(1S)-1-[1-(pyrimidin-2-yl)-1H-1,2,4-triazol-5-yl]Ethyl}benzamide